O=C1N(C(C2=CC=CC=C12)=O)C1CCC(CC1)OC1CCN(CC1)C(=O)OCC1=CC=CC=C1 Benzyl 4-[4-(1,3-dioxoisoindolin-2-yl)cyclohexoxy]piperidine-1-carboxylate